(3S)-7-((2S,5R)-4-acryloyl-2,5-dimethylpiperazin-1-yl)-9-chloro-10-(5-chloro-2,4-difluorophenyl)-3-((1-cyclopropylpiperidin-4-yl)methyl)-2H-[1,4]thiazino[2,3,4-ij]quinazolin-5(3H)-one C(C=C)(=O)N1C[C@@H](N(C[C@H]1C)C1=NC(N2C3=C(C(=C(C=C13)Cl)C1=C(C=C(C(=C1)Cl)F)F)SC[C@@H]2CC2CCN(CC2)C2CC2)=O)C